(6-(2-fluorophenoxy)pyridin-3-yl)methylamine FC1=C(OC2=CC=C(C=N2)CN)C=CC=C1